COC monoMethyl ether